2-amino-3-(pyridazin-4-yl)propanoic acid NC(C(=O)O)CC1=CN=NC=C1